[2-(2-aminoethoxy)ethoxy]ethanol NCCOCCOC(C)O